1-[4-(2,3-Dimethylphenyl)piperazin-1-yl]-2-{(3bR,4aR)-3-[4-(2,2,2-trifluoroethyl)piperazin-1-carbonyl]-3b,4,4a,5-tetrahydro-1H-cyclopropa[3,4]cyclopenta[1,2-c]pyrazol-1-yl}ethan-1-on CC1=C(C=CC=C1C)N1CCN(CC1)C(CN1N=C(C2=C1C[C@@H]1[C@H]2C1)C(=O)N1CCN(CC1)CC(F)(F)F)=O